CC1(OB(OC1(C)C)C1=NC=CC=C1)C (4,4,5,5-tetramethyl-1,3,2-dioxaborolan-2-yl)pyridine